(4-(7,8-difluoro-1,3-dihydro-2H-benzo[c]azepin-2-yl)-2,6-dimethylphenyl)-3,3-dimethylbutyramide FC1=CC2=C(CN(CC=C2)C2=CC(=C(C(=C2)C)C(C(=O)N)C(C)(C)C)C)C=C1F